2-methylpropan-2-yl 6-{[(2,2-dimethyl-1,3-dioxolan-4-yl)carbonyl]amino}-1,4-oxazepane-4-carboxylate CC1(OCC(O1)C(=O)NC1CN(CCOC1)C(=O)OC(C)(C)C)C